O1CC(C=CC1)N1N=C(C=2C1=NC=NC2N)C2=CC=C(C=C2)OC2=CC=CC=C2 1-(3,6-dihydro-2H-pyran-3-yl)-3-(4-phenoxyphenyl)-1H-pyrazolo[3,4-d]pyrimidin-4-amine